CN(CC(=O)N1CCC2=CC=C(C=C12)N(S(=O)(=O)C1=CC=C(C2=CC=CC=C12)NC(C1=C(C=CC=C1)C)=O)C)C N-(4-(N-(1-(2-(dimethylamino)acetyl)indolin-6-yl)-N-methylsulfamoyl)naphthalen-1-yl)-2-methylbenzamide